3,3',5,5'-tetramethyl-4,4'-bis(2-propen-1-yloxy)-1,1'-biphenyl CC=1C=C(C=C(C1OCC=C)C)C1=CC(=C(C(=C1)C)OCC=C)C